tert-butyl (2R,5S)-2-(hydroxymethyl)-5-(4-methoxybenzyl)pyrrolidine-1-carboxylate OC[C@@H]1N([C@@H](CC1)CC1=CC=C(C=C1)OC)C(=O)OC(C)(C)C